FC(C=1C(N(N=CC1N[C@H](CONCCN1CCN(CC1)C1=NC=C(C=N1)C(F)(F)F)C)COCC[Si](C)(C)C)=O)(F)F (S)-4-(trifluoromethyl)-5-((1-(((2-(4-(5-(trifluoromethyl)pyrimidin-2-yl)piperazin-1-yl)ethyl)amino)oxy)propan-2-yl)amino)-2-((2-(trimethylsilyl)ethoxy)methyl)pyridazin-3(2H)-one